FC1=CC2=C(N(C(=N2)C)C2N(C=C(C=N2)F)C2=CC=C(C=C2)C)C=C1F 2-(5,6-difluoro-2-methyl-1H-benzimidazol-1-yl)-5-fluoro-N-(4-methylphenyl)pyrimidine